N[C@@H]1C[C@H](CCC1)CNC1=NN(C(=C1)C1=CC(=C(C#N)C=C1)F)C1=CC(=CC=C1)N1CCN(CC1)S(=O)(=O)C 4-(3-((((1S,3S)-3-aminocyclohexyl)methyl)amino)-1-(3-(4-(methylsulfonyl)-piperazin-1-yl)phenyl)-1H-pyrazol-5-yl)-2-fluorobenzonitrile